COC(=O)[C@@H]1N([C@@H](C[C@@H]1NCC1=CC=C(C=C1)OC)COC)C(=O)OCC1=CC=CC=C1 (2R,3S,5S)-3-((4-methoxybenzyl)amino)-5-(methoxymethyl)pyrrolidine-1,2-dicarboxylic acid 1-benzyl ester 2-methyl ester